tert-butyl (2S,4S)-4-hydroxy-2-(hydroxymethyl)-4-(thiophen-2-yl)pyrrolidine-1-carboxylate O[C@]1(C[C@H](N(C1)C(=O)OC(C)(C)C)CO)C=1SC=CC1